(azetidinediyl-bis(ethane-2,1-diyl))bis((carboxymethyl)azetidine) N1(C(CC1)CCN1C(CC1)CC(=O)O)CCN1C(CC1)CC(=O)O